4-(2-(2-chloro-4-fluorophenoxy)-5-(trifluoromethyl)benzamido)-2-oxopyridin ClC1=C(OC2=C(C(=O)NC3=CC(NC=C3)=O)C=C(C=C2)C(F)(F)F)C=CC(=C1)F